(3S)-N-methyl-2-[6-methyl-4-(trifluoromethyl)-2-pyridyl]-N-(m-tolyl)-1,1-dioxo-5-(trideuteriomethyl)-1,2,5-thiadiazolidine-3-carboxamide CN(C(=O)[C@H]1N(S(N(C1)C([2H])([2H])[2H])(=O)=O)C1=NC(=CC(=C1)C(F)(F)F)C)C=1C=C(C=CC1)C